1-benzyl-4-(4-{[1-(5-bromothiophen-2-yl)ethyl]amino}-2-methylquinazolin-6-yl)piperazin-2-one C(C1=CC=CC=C1)N1C(CN(CC1)C=1C=C2C(=NC(=NC2=CC1)C)NC(C)C=1SC(=CC1)Br)=O